C(#N)NC1CC(C1)C(=O)NC=1SC(=CN1)[C@@H]1[C@@H](CCCC1)C(F)(F)F (1r,3r)-3-(cyanoamino)-N-[5-[(1S,2R)-2-(trifluoromethyl)cyclohexyl]-1,3-thiazol-2-yl]cyclobutane-1-carboxamide